BrCCOC(=O)Cl 2-Bromoethylchloroformate